O=C1C(C23C(=CN(C2=CC1)N1C(CCC1)C=1C=NC=CC1)C=CC=C3)C3C(NC(CC3)=O)=O 3-[2-oxo-5-[2-(3-pyridyl)pyrrolidin-1-yl]benzo[c]indol-1-yl]piperidine-2,6-dione